C1(CC1)C1=C(C=CC=C1)C1N(CCC1)C1CCC(CC1)C1=CC=C(C(=O)N)C=C1 4-(4-(2-(2-cyclopropylphenyl)pyrrolidin-1-yl)cyclohexyl)benzamide